3-methyl-4-oxoimidazo[5,1-d][1,2,3,5]tetrazine-8-carboxamide CN1N=NC=2N(C1=O)C=NC2C(=O)N